ClC1=CC=2N(C=C1)N=CC2C2=NC(=CC(=C2)F)C2CNCCC2 5-chloro-3-(4-fluoro-6-(piperidin-3-yl)pyridin-2-yl)pyrazolo[1,5-a]pyridine